methyl 4-((3-(tert-butoxy)-3-oxopropyl) amino)-3-methoxy-5-nitrobenzoate C(C)(C)(C)OC(CCNC1=C(C=C(C(=O)OC)C=C1[N+](=O)[O-])OC)=O